C(=O)(O)C=1C=C(C=CC1O)NCC(=O)O 3-carboxy-4-hydroxyphenyl-glycine